N1C[C@@H](CCC1)CNC(O[C@H]1[C@H](NC[C@@H]1O)CC1=CC=C(C=C1)OC)=O (2R,3S,4S)-4-hydroxy-2-[(4-methoxyphenyl)methyl]pyrrolidin-3-yl N-[(3R)-piperidin-3-ylmethyl]carbamate